ClC=1C2=C(N=C(N1)C1CC1)SC(=C2)C 4-chloro-2-cyclopropyl-6-methylthieno[2,3-d]pyrimidine